OC(C)(C)C1=NN(C=C1)C1=C(C#N)C=CC=C1 (3-(2-hydroxypropan-2-yl)-1H-pyrazol-1-yl)benzonitrile